C(=O)OC=O FORMYL FORMATE